C(C)(C)(C)OC(=O)NCCCCCOC=1C=C(C=CC1)CC(=O)OC(C)(C)C tert-butyl 2-{3-[(5-{[(tert-butoxy)carbonyl]amino}pentyl)oxy]phenyl}acetate